C(C(=O)[O-])(=O)OCC 1-Ethyl oxalate